zirconium tantalum niobium titanium tungsten [W].[Ti].[Nb].[Ta].[Zr]